(5RS)-3-[6-chloro-3-(3-chlorophenoxy)pyridazin-4-yl]-5-(2-chloro-4-methylbenzyl)-5,6-dihydro-4H-1,2,4-oxadiazine ClC1=CC(=C(N=N1)OC1=CC(=CC=C1)Cl)C1=NOC[C@H](N1)CC1=C(C=C(C=C1)C)Cl |r|